(S)-(3-fluoro-4-isopropylphenyl)(phenyl)methanaminium chloride [Cl-].FC=1C=C(C=CC1C(C)C)[C@@H]([NH3+])C1=CC=CC=C1